CN(C(C1=CC(=C(C(=C1)OCCCCCCCCCCCCCCCCCC)OCCCCCCCCCCCCCCCCCC)OCCCCCCCCCCCCCCCCCC)=O)CC(=O)OC(C)(C)C Tert-Butyl 2-(N-Methyl-3,4,5-Tris(Octadecyloxy)Benzamido)Acetate